OC1=C(C=CC(=C1)C)C1=NN=C(C2=CC=CC=C12)O[C@H]1CN(CCC1)C(=O)OC(C)(C)C tert-butyl (R)-3-((4-(2-hydroxy-4-methylphenyl)phthalazin-1-yl)oxy)piperidine-1-carboxylate